FC(OC1=C(C=C(C=C1)C1=C(C2=C(CCC1)C=C(C=C2)O)C=2C=NC(=CC2)O[C@@H]2CN(CC2)CCCF)F)F 6-[4-(Difluoromethoxy)-3-fluorophenyl]-5-[6-[(3S)-1-(3-fluoropropyl)pyrrolidin-3-yl]oxy-3-pyridyl]-8,9-dihydro-7H-benzo[7]annulen-2-ol